F[P-](F)(F)(F)(F)F.C(CCCCCN1CN(C=C1)C=C)N1CN(C=C1)C=C 1,1'-(1,6-hexylene)-bis(3-vinyl-imidazole) hexafluorophosphate